(S)-N-((S)-2-(dimethylamino)-3-(4-hydroxyphenyl)propyl)-3-phenylbutyramide CN([C@H](CNC(C[C@H](C)C1=CC=CC=C1)=O)CC1=CC=C(C=C1)O)C